ClC1=NC=C(C(=C1)N1C[C@H]([C@H](CC1)F)NC(OC(C)(C)C)=O)C=1C=NN(C1)CC(F)(F)F tert-Butyl ((3R,4S)-1-(2-chloro-5-(1-(2,2,2-trifluoroethyl)-1H-pyrazol-4-yl)pyridin-4-yl)-4-fluoropiperidin-3-yl)carbamate